BrC1=NN(C=C1C(O)C=1N=C2N(C=C(C=C2)C(F)(F)F)C1)C (3-bromo-1-methyl-1H-pyrazol-4-yl)(6-(trifluoromethyl)imidazo[1,2-a]pyridin-2-yl)methanol